FC1=CC=CC2=C1C1NC(N(C(O2)(C1)C)C=1C=C(C(=O)O)C=CC1)=O 3-(7-fluoro-2-methyl-4-oxo-5,6-dihydro-2H-2,6-methanobenzo[g][1,3,5]oxadiazocin-3(4H)-yl)benzoic acid